(8-fluoro-6-(4-(1-methyl-1H-pyrazol-4-yl)-7H-pyrrolo[2,3-d]pyrimidin-5-yl)imidazo[1,2-a]pyridin-3-yl)methanol FC=1C=2N(C=C(C1)C1=CNC=3N=CN=C(C31)C=3C=NN(C3)C)C(=CN2)CO